Cl.FC=1C(=NC(=NC1)NC1=NC=C(C=C1)N1CCN(CC1)C(C)C)C=1C=C2C=CC=NC2=CC1 5-Fluoro-N-(5-(4-isopropylpiperazin-1-yl)pyridin-2-yl)-4-(quinolin-6-yl)pyrimidin-2-amine hydrochloride